6-(2-((S)-(3,3-difluorocyclobutyl)(hydroxy)methyl)thieno[2,3-b]pyridin-6-yl)-3-methyl-4(3H)-pyrimidinone FC1(CC(C1)[C@@H](C1=CC=2C(=NC(=CC2)C2=CC(N(C=N2)C)=O)S1)O)F